ClC1=C2C(=CC=NC2=C(C(=C1)[N+](=O)[O-])O)OCCF 5-chloro-4-(2-fluoroethoxy)-7-nitroquinolin-8-ol